NC=1N=CC(=C2C1N(N=C2)C)NC(C(N2[C@H](CN([C@@H](C2)C)C(=O)C2(CC2)C)C2=CC=CC=C2)=O)=O N-(7-Amino-1-methyl-pyrazolo[3,4-c]pyridin-4-yl)-2-oxo-2-[(2S,5R)-5-methyl-4-(1-methylcyclopropanecarbonyl)-2-phenyl-piperazin-1-yl]acetamide